4-(2-(1-(2-(2,6-dioxopiperidin-3-yl)-1,3-dioxoisoindolin-4-yl)piperidin-4-yl)ethyl)-N-(2-(pyrrolidin-1-ylmethyl)-1H-benzo[d]imidazol-5-yl)benzamide O=C1NC(CCC1N1C(C2=CC=CC(=C2C1=O)N1CCC(CC1)CCC1=CC=C(C(=O)NC2=CC3=C(NC(=N3)CN3CCCC3)C=C2)C=C1)=O)=O